CC1=CC=C(C=C1)S(=O)(=O)N Toluenesulfonamide